C1(CC1)CN1C(=CC2=CC=CC=C12)C1=NC2=C(N1)C(=CC(=C2)C(=O)O)OC 2-(1-(cyclopropylmethyl)-1H-indol-2-yl)-7-methoxy-1H-benzo[d]imidazole-5-carboxylic acid